β-decyloxybenzyl carbamate C(N)(OC(C1=CC=CC=C1)OC(C)CCCCCCCC)=O